C1(CC1)COC1=CC=C(CN2C[C@@H](C([C@@H](C2)O)O)O)C=C1 (3S,4r,5R)-1-(4-(cyclopropylmethoxy)benzyl)piperidine-3,4,5-triol